5-(2-fluorophenyl)-N-(3-(trifluoromethyl)phenyl)-1H-pyrazole-4-carboxamide FC1=C(C=CC=C1)C1=C(C=NN1)C(=O)NC1=CC(=CC=C1)C(F)(F)F